bromododecyl-ammonium BrCCCCCCCCCCCC[NH3+]